(2,2-difluorocyclopropyl)(3-(6-(1-(difluoromethyl)-1H-pyrazol-4-yl)pyrrolo[2,1-f][1,2,4]triazin-4-yl)-3,8-diazabicyclo[3.2.1]octan-8-yl)methanone FC1(C(C1)C(=O)N1C2CN(CC1CC2)C2=NC=NN1C2=CC(=C1)C=1C=NN(C1)C(F)F)F